cyclohex-2,5-dien-1-one C1(C=CCC=C1)=O